NCC(C(C(=O)OC)C1=CC=CC=C1)C1=CC=C(C=C1)Cl methyl 4-amino-3-(4-chlorophenyl)-2-phenylbutyrate